C1=C(C=CC2=CC=CC=C12)N(C1(C=CC(N)(C=C1)N(C1=CC=CC=C1)C1=CC2=CC=CC=C2C=C1)C1=CC=C(N)C=C1)C1=CC=CC=C1 N,N'-bis(naphthalen-2-yl)-N,N'-diphenyl-benzidine-1,4-diamine